NC=1C(=NN(C1C(=O)OC)C)C1CCC2(OCCO2)CC1 methyl 4-amino-1-methyl-3-(1,4-dioxaspiro[4.5]decan-8-yl)-1H-pyrazole-5-carboxylate